N-((1R,2R)-3-(azetidin-1-yl)-1-(8-fluoro-2,3-dihydrobenzo[b][1,4]dioxin-6-yl)-1-hydroxypropan-2-yl)-1-(6-chloronaphthalen-2-yl)pyrrolidine-3-carboxamide N1(CCC1)C[C@H]([C@H](O)C1=CC2=C(OCCO2)C(=C1)F)NC(=O)C1CN(CC1)C1=CC2=CC=C(C=C2C=C1)Cl